1-(2,4-dichlorophenyl)-5-methyl-1H-1,2,3-triazole-4-carboxylic acid ethyl ester (ethyl 1-(2,4-dichlorophenyl)-5-methyl-1H-1,2,3-triazole-4-carboxylate) C(C)N1N(C(=C(N1)C(=O)O)C)C1=C(C=C(C=C1)Cl)Cl.C(C)OC(=O)C=1N=NN(C1C)C1=C(C=C(C=C1)Cl)Cl